(R/S)-(6-methylimidazo[2,1-b]thiazol-5-yl)(6-((5-(trifluoromethyl)pyridin-2-yl)oxy)-2-azabicyclo[2.2.1]heptan-2-yl)methanone CC=1N=C2SC=CN2C1C(=O)N1[C@H]2C(CC(C1)C2)OC2=NC=C(C=C2)C(F)(F)F |r|